tert-butyl 4-oxo-1,4lambda5-azaphosphinane-1-carboxylate O=P1CCN(CC1)C(=O)OC(C)(C)C